NC(C)C=1C=NN(C1)C1CCN(CC1)C(=O)OC(C)(C)C tert-Butyl 4-(4-(1-aminoethyl)-1H-pyrazol-1-yl)piperidine-1-carboxylate